BrC=1C=C(SC1)C1=CN=CC(=N1)C=1C=CC2=C(OCCN2C(=O)C2CCN(CC2)C)C1 (7-(6-(4-bromothiophen-2-yl)pyrazin-2-yl)-2,3-dihydro-4H-benzo[b][1,4]oxazine-4-yl)(1-methylpiperidin-4-yl)methanone